CN1C(C2=C(C(=C1)C1=C(C=CC(=C1)S(=O)(=O)C)OC=1C=C3CCC(C3=CC1)=O)C=CN2)=O 6-methyl-4-{5-(methylsulfonyl)-2-[(1-oxo-2,3-dihydro-1H-inden-5-yl)oxy]phenyl}-1,6-dihydro-7H-pyrrolo[2,3-c]pyridin-7-one